N-(3-((5-(benzofuran-6-yl)-2-((1-methyl-1H-pyrazol-4-yl)amino)pyrimidin-4-yl)amino)-4-fluorophenyl)acrylamide O1C=CC2=C1C=C(C=C2)C=2C(=NC(=NC2)NC=2C=NN(C2)C)NC=2C=C(C=CC2F)NC(C=C)=O